N1(CC=C(C=C1)C(=O)O)C1=NC=CC(=C1)C(=O)O 1,2'-bipyridine-4,4'-dicarboxylic acid